([1,1'-biphenyl]-4-yl)-N-(2-(4-methylpiperazin-1-yl)ethyl)-5-(2-nitrophenyl)oxazole-4-Carboxamide C1(=CC=C(C=C1)C=1OC(=C(N1)C(=O)NCCN1CCN(CC1)C)C1=C(C=CC=C1)[N+](=O)[O-])C1=CC=CC=C1